ethyl (10-(4-chlorophenyl)-6-hydroxy-2-methyl-[1,2,4]triazolo[5,1-a]isoquinoline-5-carbonyl)glycinate ClC1=CC=C(C=C1)C=1C=CC=C2C(=C(N3C(C12)=NC(=N3)C)C(=O)NCC(=O)OCC)O